4-methylbenzoic acid Aminopropyl ester NCCCOC(C1=CC=C(C=C1)C)=O